C[C@@H]1N(C[C@H](N(C1)[C@@H](C)C=1C=C2N=CC=NC2=CC1)C)C=1C=2C(N(C(C1)=O)C)=C(NN2)F 7-((2S,5R)-2,5-dimethyl-4-((S)-1-(quinoxalin-6-yl)ethyl)piperazin-1-yl)-3-fluoro-4-methyl-2,4-dihydro-5H-pyrazolo[4,3-b]pyridin-5-one